N1CCC2(CC1)OCC=1C2=NC=CC1 spiro[5H-furo[3,4-b]pyridine-7,4'-piperidine]